CC1=CC=CC2=C1CC1=C(NS2(=O)=O)C=CC=C1 methyl-6,11-dihydrodibenzo[c,f][1,2]thiazepine 5,5-dioxide